7-(4-chlorophenoxy)-2-(2-isopropylphenyl)-5H-pyrrolo[3,2-d]pyrimidine ClC1=CC=C(OC2=CNC3=C2N=C(N=C3)C3=C(C=CC=C3)C(C)C)C=C1